C1(CC1)(C1CC1)N1N=NC(=C1F)[C@H](C=1C(=NC(=CC1)F)C)NC=1C=C2C(=C(C=NC2=C(C1)C#N)C#N)NCC(C)(C)C (S)-6-(((1-([1,1'-bi(cyclopropan)]-1-yl)-5-fluoro-1H-1,2,3-triazol-4-yl)(6-fluoro-2-methylpyridin-3-yl)methyl)amino)-4-(neopentylamino)quinoline-3,8-dicarbonitrile